C(CCCCCCCCC\C=C\C#CC=C)=O (11E)-11,15-hexadecadien-13-ynal